Cl.NC=1C(N(C=CC1)C1C(C1)F)=O 3-amino-1-(2-fluorocyclopropyl)pyridin-2(1H)-one hydrochloride